triallyl-citric acid triamide C(C=C)C(C(C(C(=O)N)(CC=C)CC=C)(O)C(=O)N)C(=O)N